(S)-N-(1-(3,4-dichlorophenyl)-2-((4-methoxybenzyl)amino)ethyl)-4-(trifluoromethoxy)benzenesulfonamide ClC=1C=C(C=CC1Cl)[C@@H](CNCC1=CC=C(C=C1)OC)NS(=O)(=O)C1=CC=C(C=C1)OC(F)(F)F